dimethyl 2-bromomethyl-6-methyl-4-(2-fluorophenyl)-1,4-dihydropyridine-3,5-dicarboxylate BrCC=1NC(=C(C(C1C(=O)OC)C1=C(C=CC=C1)F)C(=O)OC)C